F[C@H]1C[C@@H](NC1)C1=CC(=CC(=C1)SC)F (2R,4S)-4-fluoro-2-[3-fluoro-5-(methylthio)phenyl]Pyrrolidine